6-{6-[3-(cyclopropylamino)pyrrolidin-1-yl]-1,5-naphthyridin-2-yl}-2,4-dimethyl-1,3-benzoxazol-5-ol C1(CC1)NC1CN(CC1)C=1N=C2C=CC(=NC2=CC1)C1=CC2=C(N=C(O2)C)C(=C1O)C